8-acetyl-6-fluoro-3-methyl-2-tetrahydropyran-4-yl-quinoline-4-carbonitrile C(C)(=O)C=1C=C(C=C2C(=C(C(=NC12)C1CCOCC1)C)C#N)F